C(C)(C)(C)OC(=O)C=1C=C(C=CC1)N1C(C=2C(=NC(=C(C2C2=C1C=CC=C2)C(=O)OCCOC)C)C)=O 2-Methoxyethyl 6-(3-(tert-butoxycarbonyl)phenyl)-2,4-dimethyl-5-oxo-5,6-dihydrobenzo[c][2,7]naphthyridine-1-carboxylate